dimethylsilyl-bis(phenylindenyl)zirconium diiodide [I-].[I-].C[SiH](C)[Zr+2](C1C(=CC2=CC=CC=C12)C1=CC=CC=C1)C1C(=CC2=CC=CC=C12)C1=CC=CC=C1